(9R*)-9-amino-3-cyclopropyl-N-(2-fluoro-2-methyl-propyl)-8,9-dihydro-7H-cyclopenta[h]isoquinoline-5-sulfonamide N[C@@H]1CCC=2C=C(C=3C=C(N=CC3C21)C2CC2)S(=O)(=O)NCC(C)(C)F |o1:1|